C1(=C(C=CC2=CC=CC=C12)P(C1=CC=CC=C1)C1=CC=CC=C1)C1=C(C=CC2=CC=CC=C12)P(C1=CC=CC=C1)C1=CC=CC=C1 (1,1'-binaphthalene-2,2'-diyl)bis(diphenylphosphine)